FC1(CN(C[C@@H](C1)N1S(N(CCC1)C)(=O)=O)C(=O)OC1=CC=C(C=C1)Cl)F 4-chlorophenyl (5R)-3,3-difluoro-5-(6-methyl-1,1-dioxo-1λ6,2,6-thiadiazinan-2-yl)piperidine-1-carboxylate